2-(4-(2-Hydroxyethoxy)phenyl)acetic acid methyl ester COC(CC1=CC=C(C=C1)OCCO)=O